C(C=1C(C(=O)[O-])=CC(C(=O)[O-])=C(C(=O)[O-])C1)(=O)[O-] pyromellitate